tert-butyl ((3S)-1-(5-(1-(difluoromethyl)-1H-pyrazol-4-yl)-2-((6-(2-fluoro-6-methoxyphenyl)-5-nitropyridin-2-yl)amino)pyridin-4-yl)piperidin-3-yl)carbamate FC(N1N=CC(=C1)C=1C(=CC(=NC1)NC1=NC(=C(C=C1)[N+](=O)[O-])C1=C(C=CC=C1OC)F)N1C[C@H](CCC1)NC(OC(C)(C)C)=O)F